2,2,2-trichloroethyl (3-ethyl-1,2,3,5,6,7-hexahydrodicyclopenta[b,e]pyridin-8-yl)carbamate C(C)C1CCC=2C1=NC1=C(C2NC(OCC(Cl)(Cl)Cl)=O)CCC1